IC=1N=NNC1 4-iodo-1,2,3-triazole